(RS)-3-(2-(4-chloro-1-methyl-1H-pyrazol-5-yl)-2-(naphthalen-2-ylmethoxy)ethyl)pyridine ClC=1C=NN(C1[C@@H](CC=1C=NC=CC1)OCC1=CC2=CC=CC=C2C=C1)C |r|